(R)-3-(3-(difluoromethoxy)phenyl)-1-(2,2-dimethyltetrahydro-2H-pyran-4-yl)-N-(3-methyl-1,1-dioxidothietan-3-yl)-1H-pyrazolo[4,3-b]pyridine-6-carboxamide FC(OC=1C=C(C=CC1)C1=NN(C=2C1=NC=C(C2)C(=O)NC2(CS(C2)(=O)=O)C)[C@H]2CC(OCC2)(C)C)F